[N+](=O)([O-])[C@H]1CN(C=C[C@@H]1C1=CC=CC=C1)C(=O)OC(C)(C)C tert-butyl (3R,4R)-3-nitro-4-phenyl-3,4-dihydro-2H-pyridine-1-carboxylate